FC(C=1C=C2C(=CN1)NC(=C2)C(=O)N)F 5-(difluoromethyl)-1H-pyrrolo[2,3-c]pyridine-2-carboxamide